C1(CCC1)N1C(=NC2=C1C=CC(=C2)C(=O)N)C=2N(C(C(=C(N2)C(NC=2C=NOC2)=O)O)=O)C 1-cyclobutyl-2-(5-hydroxy-4-(isoxazol-4-ylcarbamoyl)-1-methyl-6-oxo-1,6-dihydropyrimidin-2-yl)-1H-benzo[d]imidazole-5-carboxamide